6-Chloro-5-[4-(1-hydroxycyclobutyl)phenyl]-1H-indole ClC1=C(C=C2C=CNC2=C1)C1=CC=C(C=C1)C1(CCC1)O